4-(chloromethyl)-1-methyl-imidazole ClCC=1N=CN(C1)C